1-(5-chlorothiophen-2-yl)cyclopropanecarboximidamide ClC1=CC=C(S1)C1(CC1)C(N)=N